FC1=C(C(=O)O)C=CC=C1NC(=O)C1=CC=CC=C1 2-fluoro-3-[(phenylcarbonyl)amino]benzoic acid